CN1CCN(CC1)C1CN(C1)C1=CC=C(C=C1)NC1=NC=C(C(=N1)N1OCCC1C1=CC=CC=C1)C(F)(F)F N-(4-(3-(4-methylpiperazin-1-yl)azetidin-1-yl)phenyl)-4-(3-phenylisoxazolidin-2-yl)-5-(trifluoromethyl)pyrimidin-2-amine